(5α)-19-hydroxyandrostane-3,17-dione OC[C@]12CCC(C[C@@H]1CC[C@H]1[C@@H]3CCC([C@@]3(C)CC[C@H]21)=O)=O